CN(C)CC1=C(C=CC(=N1)NC=1C=CC(=C2CNC(C12)=O)C1=CN=C2N1C=CC(=C2)F)N2C[C@@H](CCC2)C(C)(C)O (R)-7-((6-((dimethyl-amino)methyl)-5-(3-(2-hydroxypropan-2-yl)piperidin-1-yl)pyridin-2-yl)amino)-4-(7-fluoro-imidazo[1,2-a]pyridin-3-yl)isoindolin-1-one